C(C)(C)(C)OC(=O)N1C[C@H](CC1)NCCCCC (S)-3-(n-pentylamino)pyrrolidine-1-carboxylic acid tert-butyl ester